2-cyclohexen C1C=CCCC1